tertbutyl peroxyisobutyrate C(C(C)C)(=O)OOC(C)(C)C